(3,5-difluoro-phenyl)-N'-(2-methyl-cyclopropyl)-6-pyridin-2-yl-[1,3,5]triazine-2,4-diamine FC=1C=C(C=C(C1)F)NC1=NC(=NC(=N1)NC1C(C1)C)C1=NC=CC=C1